OC1=C(C=CC=C1OC)CN1CCN(CC1)C1=C(C(N(C2=CC=C(N=C12)C)C)=O)C#N 4-{4-[(2-Hydroxy-3-methoxyphenyl)methyl]piperazin-1-yl}-1,6-dimethyl-2-oxo-1,2-dihydro-1,5-naphthyridin-3-carbonitril